3-butyl-8-methoxy-2-methyl-5-phenyl-7-(trifluoromethyl)-2,3,4,5-tetrahydrobenzo[f][1,2,5]thiadiazepine 1,1-dioxide C(CCC)C1N(S(C2=C(N(C1)C1=CC=CC=C1)C=C(C(=C2)OC)C(F)(F)F)(=O)=O)C